C1(CC(C(CC1)C(C)C)CCNC(C(=O)[O-])=O)C Menthylethyloxamat